benzyl 4-(4-(ethoxycarbonyl)piperidine-1-carbonyl)-4-phenylpiperidine-1-carboxylate C(C)OC(=O)C1CCN(CC1)C(=O)C1(CCN(CC1)C(=O)OCC1=CC=CC=C1)C1=CC=CC=C1